BrC=1C=C(C=C(C1)F)[C@H](CC=C)NC(OC(C)(C)C)=O tert-butyl N-[(1S)-1-(3-bromo-5-fluorophenyl)but-3-en-1-yl]carbamate